[(E)-[amino-[3-[2-(1,3-benzothiazol-2-yl)-2-[[3-(pyridine-3-carbonylamino)phenyl] sulfonylamino] ethyl] phenyl] methylene]amino] acetate C(C)(=O)O/N=C(\C1=CC(=CC=C1)CC(NS(=O)(=O)C1=CC(=CC=C1)NC(=O)C=1C=NC=CC1)C=1SC2=C(N1)C=CC=C2)/N